1-tridecanoyl-2-eicosanoyl-glycero-3-phosphoserine C(CCCCCCCCCCCC)(=O)OCC(OC(CCCCCCCCCCCCCCCCCCC)=O)COP(=O)(O)OC[C@H](N)C(=O)O